C(=C)[Si](OCC)(OCC)OCC vinyltris(β-ethoxy)silane